Triisopropyl Trilinoleate C(CCCCCCC\C=C/C\C=C/CCCCC)(=O)OC(C)C.C(CCCCCCC\C=C/C\C=C/CCCCC)(=O)OC(C)C.C(CCCCCCC\C=C/C\C=C/CCCCC)(=O)OC(C)C